3-ethynyl-N,N-bis(diphenylphosphino)phenylamine C(#C)C=1C=C(C=CC1)N(P(C1=CC=CC=C1)C1=CC=CC=C1)P(C1=CC=CC=C1)C1=CC=CC=C1